1-[4-(2-cyclopropylphenyl)piperidin-1-yl]-2-{3-[(2R,6S)-2,6-dimethylmorpholine-4-carbonyl]-5,6-dihydrocyclopenta[c]pyrazol-1(4H)-yl}ethan-1-one C1(CC1)C1=C(C=CC=C1)C1CCN(CC1)C(CN1N=C(C2=C1CCC2)C(=O)N2C[C@H](O[C@H](C2)C)C)=O